2,6-bis(5-chloro-2,4-diethyloxyphenyl)-4-(4-bis(4-methylphenyl)aminophenyl)pyridine ClC=1C(=CC(=C(C1)C1=NC(=CC(=C1)C1=CC=C(C=C1)N(C1=CC=C(C=C1)C)C1=CC=C(C=C1)C)C1=C(C=C(C(=C1)Cl)OCC)OCC)OCC)OCC